2-(2,3,5-trimethyl-4-((2'-oxospiro[cyclopropan-1,3'-indoline]-5'-yl)methyl)phenoxy)acetic acid CC1=C(OCC(=O)O)C=C(C(=C1C)CC=1C=C2C3(C(NC2=CC1)=O)CC3)C